[(fluoromethyl)thiocarbonyl]-11-hydroxy-16-methyl-3-oxoandrosta-1,4-dien-17-yl 2-furancarboxylate O1C(=CC=C1)C(=O)OC1[C@]2(CC(=S)CF)[C@@H](CC1C)[C@@H]1CCC3=CC(C=C[C@]3(C)[C@H]1C(C2)O)=O